O=C(C(=O)O)C1=CC=CC=C1 α-Oxophenylacetic acid